C(C)N(C(=O)C1=C(OC2=C(N=CN=N2)N2CC3(CN(C3)C(C[C@H](COC(NC)=O)OC)C(C)C)CC2)C=CC(=C1)F)C(C)C ((R)-4-(6-(6-(2-(ethyl(isopropyl)carbamoyl)-4-fluorophenoxy)-1,2,4-triazin-5-yl)-2,6-diazaspiro[3.4]octan-2-yl)-2-methoxy-5-methylhexyl)(methyl)carbamate